p-t-butylstyrene C(C)(C)(C)C1=CC=C(C=C)C=C1